N1C=CC2=C1C(NC=C2)=O (E)-1,6-dihydro-7H-pyrrolo[2,3-c]pyridin-7-one